COC(=O)C1=CC2=C(N(C(N2C=2C=CC=C3C=C(N=CC23)C=2C=NN(C2)C)=O)C)C=C1 1-methyl-3-(3-(1-methyl-1H-pyrazol-4-yl)isoquinolin-8-yl)-2-oxo-2,3-dihydro-1H-benzo[d]imidazole-5-carboxylic acid methyl ester